(2S,4R)-1-(2-(3-acetyl-6-methoxy-5-(2-methylpyrimidin-5-yl)-1H-indol-1-yl)acetyl)-N-(2'-chloro-2-fluoro-[1,1'-biphenyl]-3-yl)-4-fluoropyrrolidine-2-carboxamide C(C)(=O)C1=CN(C2=CC(=C(C=C12)C=1C=NC(=NC1)C)OC)CC(=O)N1[C@@H](C[C@H](C1)F)C(=O)NC=1C(=C(C=CC1)C1=C(C=CC=C1)Cl)F